4-(3-(4,4,5,5-Tetramethyl-1,3,2-dioxaborolan-2-yl)cyclopent-3-en-1-yl)pyridine CC1(OB(OC1(C)C)C=1CC(CC1)C1=CC=NC=C1)C